2-(4-{[6-(difluoromethyl)-3-pyridyl](4-ethyl-3-pyridyl)amino}-1-piperidyl)-5-pyrimidinecarbonitrile FC(C1=CC=C(C=N1)N(C1CCN(CC1)C1=NC=C(C=N1)C#N)C=1C=NC=CC1CC)F